N1=CC=C(C=C1)[C@@H]1[C@H](CNC1)C1=NC=2C(=NC=CC2C2CCN(CC2)C(=O)C2=CC=C(C=C2)OC(F)(F)F)N1 |r| [4-[2-[rac-(3R,4S)-4-(4-pyridyl)pyrrolidin-3-yl]-3H-imidazo[4,5-b]pyridin-7-yl]-1-piperidyl]-[4-(trifluoromethoxy)phenyl]methanone